3'-O-dibutylmethylstannyleneuridine C(CCC)C(O[C@H]1[C@H]([C@@H](O[C@@H]1C(O)=[SnH2])N1C(=O)NC(=O)C=C1)O)CCCC